(S)-8-(4-ethynylphenyl)-N-(1-(pyridin-2-yl)ethyl)quinoline-3-carboxamide C(#C)C1=CC=C(C=C1)C=1C=CC=C2C=C(C=NC12)C(=O)N[C@@H](C)C1=NC=CC=C1